[S].[P].[V].[Li] lithium vanadium phosphorus sulfur